((3-(phenylethynyl)pyridin-4-yl)thio)propanoic acid C1(=CC=CC=C1)C#CC=1C=NC=CC1SC(C(=O)O)C